BrC1=CC(=C(C(=O)NCC(OC)OC)C=C1)F 4-bromo-N-(2,2-dimethoxyethyl)-2-fluorobenzamide